OC1=C(C=C(C=C1)OC)C=1C(OC2=CC=CC=C2C1)=O 3-(2-hydroxy-5-methoxyphenyl)coumarin